C(C)OC(C[C@@H](C)O)=O (R)-3-hydroxybutyric acid ethyl ester